C(CCCCCCC\C=C/CCCCCCCC)(=O)OC1=CC=C(C=C1)CC(=O)OCCC1CCN(CC1)CCSSCCN1CCC(CC1)CCOC(CC1=CC=C(C=C1)OC(CCCCCCC\C=C/CCCCCCCC)=O)=O [4-[2-[2-[1-[2-[2-[4-[2-[2-[4-[(Z)-octadec-9-enoyl] oxyphenyl] acetyl]oxyethyl]piperidin-1-yl]ethyldisulfanyl]ethyl]piperidin-4-yl]ethoxy]-2-oxoethyl]phenyl] (Z)-octadec-9-enoate